N-(3,4-difluorophenyl)-2,3,6-trimethyl-4-oxo-2,4,5,6,7,8-hexahydropyrrolo[3,4-c]azepine-1-carboxamide FC=1C=C(C=CC1F)NC(=O)C=1N(C(=C2C(NC(CCC21)C)=O)C)C